CN1N=C(N=C1)CNCCC1(CCOC2(CCCC2)C1)C1=NC=CC=C1 N-((1-methyl-1H-1,2,4-triazol-3-yl)methyl)-2-(9-(pyridin-2-yl)-6-oxaspiro[4.5]decan-9-yl)ethanamine